ONC(\C=C\C1=CC=C(C=C1)CN(CCC1=CNC2=CC=CC=C12)CCO)=O N-hydroxy-3-[4-[[(2-hydroxyethyl)[2-(1H-indol-3-yl)ethyl]-amino]methyl]phenyl]-2E-2-propenamide